C[Si](C)(C)C#CC=1C=C(C=NC1)N1C(CCC1)C#N 1-(5-((trimethylsilyl)ethynyl)pyridin-3-yl)pyrrolidine-2-carbonitrile